CC1=CC=2C(C3=CC=CC=C3SC2C=C1)NC(=O)C=1C(NC(=CC1)C(F)(F)F)=O N-(2-methyl-9H-thioxanthen-9-yl)-2-oxo-6-(trifluoromethyl)-1,2-dihydropyridine-3-carboxamide